3-(5-fluoro-2-methylphenyl)-2-(4-methylsulfanyl-phenyl)-thiazolidin-4-one FC=1C=CC(=C(C1)N1C(SCC1=O)C1=CC=C(C=C1)SC)C